C[Si](C)(C)C#CC=1C=CC(=NC1)C=O 5-((trimethylsilyl)ethynyl)pyridinealdehyde